N[C@H](C(=O)NC1=C(C=C(C=C1)[N+](=O)[O-])Cl)CCSC (S)-2-amino-N-(2-chloro-4-nitrophenyl)-4-(methylthio)butanamide